ClC1=CC=CC(=N1)C1CCN(CC1)C[C@H](C1OCC1)C1=NC2=C(N1)C=C(C=C2)C(=O)[O-] (S)-2-(((4-(6-chloropyridin-2-yl)piperidin-1-yl)methyl)-1-((oxetan-2-yl))methyl)-1H-benzo[d]imidazole-6-carboxylate